trans-5-chloro-N-(3-chloro-1-(3-fluoro-1-(methylsulfonyl)piperidin-4-yl)-1H-pyrazol-4-yl)-7-cyclopropylpyrrolo[2,1-f][1,2,4]triazine-2-amine ClC=1C=C(N2N=C(N=CC21)NC=2C(=NN(C2)[C@H]2[C@@H](CN(CC2)S(=O)(=O)C)F)Cl)C2CC2